methyl-t-butylamine CNC(C)(C)C